1-(4-fluorophenyl)-1,2,3,4-tetrahydroisoquinoline FC1=CC=C(C=C1)C1NCCC2=CC=CC=C12